hydroxycyclohexyltin O[Sn]C1CCCCC1